COC(=O)C1=CC=C(C=C1)[C@H]1C[C@H](CC1)C(=O)O cis-3-(4-(methoxycarbonyl)phenyl)cyclopentane-1-carboxylic acid